FC=1C(=CC(=C(C1)N1C(C=CC2=CC(=CC=C12)S(=O)(=O)N(C=1OC=CN1)CC1=CC=C(C=C1)OC)=O)OC)[C@@H]1C[C@H](C1)C(F)(F)F trans-(P)-1-(5-fluoro-2-methoxy-4-(3-(trifluoromethyl)cyclobutyl)phenyl)-N-(4-methoxybenzyl)-N-(oxazol-2-yl)-2-oxo-1,2-dihydroquinoline-6-sulfonamide